FC1=C(C=C(C=C1C(F)(F)F)C)OCOC 2-Fluoro-1-(methoxymethoxy)-5-methyl-3-(trifluoromethyl)benzene